C(CCCCCCCCC)SC1=CC=C(C=C1)C=CC(=O)C1=C(C=C(C=C1)O)O 3-(4-Decylsulfanylphenyl)-1-(2,4-dihydroxyphenyl)prop-2-en-1-one